C(C)(C)(C)OC(=O)N1CCC(=CC1)C1=CC(=C(C=C1)NC(=O)C1=CC(=C(C=C1)C=1CCN(CC1)C(=O)OC(C)(C)C)F)OC tert-butyl 4-{4-[(4-{1-[(tert-butoxy)carbonyl]-1,2,3,6-tetrahydropyridin-4-yl}-2-methoxyphenyl) carbamoyl]-2-fluorophenyl}-1,2,3,6-tetrahydropyridine-1-carboxylate